N-((1S,4r)-4-((S)-3-(4-(3-cyano-4-methoxypyrazolo[1,5-a]pyridin-6-yl)-1H-pyrazol-1-yl)pyrrolidine-1-carbonyl)cyclohexyl)acryl-amide C(#N)C=1C=NN2C1C(=CC(=C2)C=2C=NN(C2)[C@@H]2CN(CC2)C(=O)C2CCC(CC2)NC(C=C)=O)OC